FC1=CC(=CC2=C1CN(CCO2)C(=O)C2(CCOCC2)C)C(=O)N 6-fluoro-4-[(4-methyloxan-4-yl)carbonyl]-3,5-dihydro-2H-1,4-benzoxazepine-8-carboxamide